(R)-3-((R)-4-(3-chloro-4-(9-(5-chloro-2-methoxybenzyl)-6-(1-methylcyclopropoxy)-9H-purin-8-yl)phenoxy)-2-methylbutanoyl)-4-isopropyloxazolidin-2-one ClC=1C=C(OCC[C@H](C(=O)N2C(OC[C@H]2C(C)C)=O)C)C=CC1C=1N(C2=NC=NC(=C2N1)OC1(CC1)C)CC1=C(C=CC(=C1)Cl)OC